FC(CNC(COC1=C(C=CC=C1)P(O)(O)=O)=O)(C1=C(C=CC=C1)F)F (2-(2-((2,2-difluoro-2-(2-fluorophenyl)ethyl)amino)-2-oxoethoxy)phenyl)phosphonic acid